NC1=C(C=NC(=C1F)Cl)C(=O)OCC ethyl 4-amino-6-chloro-5-fluoropyridine-3-carboxylate